2-amino-3-(3-methyl-1,2,4-oxadiazol-5-yl)propionic acid ethyl ester hydrochloride Cl.C(C)OC(C(CC1=NC(=NO1)C)N)=O